(7-mercapto-2,5-dithiaheptyl)methane SCCSCCSCC